(1aS,5aS)-2-(2,4-Difluoro-phenyl)-1a,2,5,5a-tetrahydro-1H-2,3-diaza-cyclopropa[a]pentalene-4-carboxylic acid (4-benzyl-morpholin-2-ylmethyl)-amide C(C1=CC=CC=C1)N1CC(OCC1)CNC(=O)C=1C=2C[C@H]3[C@@H](C2N(N1)C1=C(C=C(C=C1)F)F)C3